(R)-3-(2-Fluorobenzyl)morpholine HCl salt Cl.FC1=C(C[C@H]2NCCOC2)C=CC=C1